CN1CCC(CC1)N1N=CC(=C1)C=1C=C2C=C(N=CC2=CC1)NC(=O)C1CCCCC1 N-(6-(1-(1-methylpiperidin-4-yl)-1H-pyrazol-4-yl)isoquinolin-3-yl)cyclohexanecarboxamide